1-(6-(3,7,7-trimethyl-4-(6-methyl-1H-indazol-7-yl)-5,6,7,8-tetrahydro-2-quinolinyl)-2,6-diazaspiro[3.4]octan-2-yl)-2-propen-1-one CC=1C(=NC=2CC(CCC2C1C=1C(=CC=C2C=NNC12)C)(C)C)N1CC2(CN(C2)C(C=C)=O)CC1